OC1=C(C=2C(C3=CC=CC=C3C(C2C=C1C(=O)N1C(CNCC1)C)=O)=O)O dihydroxy-3-(2-methylpiperazine-1-carbonyl)anthracene-9,10-dione